OC1=NC=CC=C1N1N=C2C=3C=CN=C(CCCCC(C(NC2=C1)=O)C)C3 4-(2-hydroxypyridin-3-yl)-9-methyl-3,4,7,15-tetraazatricyclo[12.3.1.02,6]Octadecan-1(18),2,5,14,16-pentaen-8-one